C(C)N1C(CCC1)CN N-ethyl-2-aminomethyl-tetrahydropyrrole